CC=1C(=C2C=NNC2=CC1)C1=CC(=NC=N1)C(=O)N 6-(5-methyl-1H-indazol-4-yl)pyrimidine-4-carboxamide